4-(2-(6-(4-chloro-1H-pyrazol-1-yl)pyridin-3-yl)acetamido)piperidine-1-carboxylic acid tert-butyl ester C(C)(C)(C)OC(=O)N1CCC(CC1)NC(CC=1C=NC(=CC1)N1N=CC(=C1)Cl)=O